4-(4-bromophenyl)-5-(2-methoxyphenyl)-2-(trifluoromethyl)pyridine BrC1=CC=C(C=C1)C1=CC(=NC=C1C1=C(C=CC=C1)OC)C(F)(F)F